N-(4-{4-[7-(4-cyano-3-trifluoromethylphenyl)-8-oxo-6-thioxo-5,7-diaza-spiro[3.4]oct-5-yl]phenyl}-butyryl)-methanesulfonamide C(#N)C1=C(C=C(C=C1)N1C(N(C2(CCC2)C1=O)C1=CC=C(C=C1)CCCC(=O)NS(=O)(=O)C)=S)C(F)(F)F